C(C)(=O)N1CCN(CC1)C1=C(C=CC=C1)C1=NC=CC2=C1CN(C2=O)C2=CC=C(C=C2)F 4-[2-(4-acetylpiperazin-1-yl)phenyl]-2-(4-fluorophenyl)-2,3-dihydro-1H-pyrrolo[3,4-c]pyridin-1-one